[4-(difluoromethoxy)-2,3-difluoro-phenyl]-1-methyl-imidazole-2-carboxamide FC(OC1=C(C(=C(C=C1)C=1N=C(N(C1)C)C(=O)N)F)F)F